ethylene glycol di-laurate C(CCCCCCCCCCC)(=O)OCCOC(CCCCCCCCCCC)=O